FC1=NC=CC=C1C=1C=C2C(=CNC2=CC1)C(=O)NC1CNCC1 5-(2-Fluoropyridin-3-yl)-N-(pyrrolidin-3-yl)-1H-indole-3-carboxamide